2-(2-(6,6-difluoro-3-azabicyclo[3.1.0]hexane-3-yl)-6-methylpyrimidin-4-yl)-5-(4-iodo-2-(6-azaspiro[2.5]oct-6-yl)phenyl)-1,3,4-oxadiazole FC1(C2CN(CC12)C1=NC(=CC(=N1)C=1OC(=NN1)C1=C(C=C(C=C1)I)N1CCC2(CC2)CC1)C)F